5-Methyl-N-(4-(4-methylpiperazin-1-yl)phenyl)-7-((tetrahydro-2H-pyran-4-yl)methyl)-7H-pyrrolo[2,3-d]pyrimidin-2-amine CC1=CN(C=2N=C(N=CC21)NC2=CC=C(C=C2)N2CCN(CC2)C)CC2CCOCC2